CC=1C(=[N+](C2=CC=CC=C2[N+]1[O-])[O-])\C=C\C1=C(C=CC=C1)O e-3-methyl-2-(2-hydroxyphenylethenyl)quinoxaline-1,4-dioxide